FC1(CC(CC1)N1C(C(=CC=C1)NC(C1=C(C=C(C=C1)S(=O)(=O)CCO)N1CCC2(CC2)CC1)=O)=O)F N-(1-(3,3-difluorocyclopentyl)-2-oxo-1,2-dihydropyridin-3-yl)-4-((2-hydroxyethyl)sulfonyl)-2-(6-azaspiro[2.5]octan-6-yl)benzamide